2,3-diphenyl-5-methyl-tetrazole chloride [Cl-].C1(=CC=CC=C1)N1NC(=NN1C1=CC=CC=C1)C